ClC=1C(=C(C=CC1F)NC(=O)[C@H]1N(CC=C1)C(=O)OC(C)(C)C)F tert-butyl (S)-2-((3-chloro-2,4-difluorophenyl) carbamoyl)-2,5-dihydro-1H-pyrrole-1-carboxylate